N-(4-(tert-butyl)phenyl)-2-((2-ethoxyethyl)(4-methoxybutyl)amino)acetamide C(C)(C)(C)C1=CC=C(C=C1)NC(CN(CCCCOC)CCOCC)=O